C1(=CC=CC=C1)CC(CC(C=C)[Si](C)(C)C)O 1-phenyl-4-(trimethylsilyl)hex-5-en-2-ol